NC=1C(=C(C=C2C=C(N=CC12)NC(=O)N[C@@H]1[C@@H](CN(CC1)C)F)C1=C(C2=C(OCCN2)N=C1)C)F |r| (±)-1-(8-Amino-7-fluoro-6-(8-methyl-2,3-dihydro-1H-pyrido[2,3-b][1,4]oxazin-7-yl)isoquinolin-3-yl)-3-((cis)-3-fluoro-1-methylpiperidin-4-yl)urea